C1N(CCC2=CC=CC=C12)CC(CNC(=O)C=1N=C2N(CCN(C2)C(C)C)C1)O N-(3-(3,4-dihydroisoquinolin-2(1H)-yl)-2-hydroxypropyl)-7-isopropyl-5,6,7,8-tetrahydroimidazo[1,2-a]pyrazine-2-carboxamide